3-((2S)-3-(8-(4'-(aminomethyl)-4-methylbiphenyl-3-ylsulfonyl)-1-oxa-8-azaspiro[4.5]decan-3-ylamino)-2-hydroxypropoxy)-N-methylbenzenesulfonamide NCC1=CC=C(C=C1)C1=CC(=C(C=C1)C)S(=O)(=O)N1CCC2(CC(CO2)NC[C@@H](COC=2C=C(C=CC2)S(=O)(=O)NC)O)CC1